1-(1-methylpiperidin-4-yl)-2-((6-(trifluorometh-oxy)benzo[d]-thiazol-2-yl)amino)-1H-benzo[d]-imidazole-5-carboxylic acid CN1CCC(CC1)N1C(=NC2=C1C=CC(=C2)C(=O)O)NC=2SC1=C(N2)C=CC(=C1)OC(F)(F)F